C(C)(C)(C)OC(=O)N1N=CC(=C1)C1=NC(=CN=C1)C 4-(6-methylpyrazin-2-yl)-1H-pyrazole-1-carboxylic acid tert-butyl ester